BrCCN(CC)CC 2-bromo-N,N-diethyl-ethylamine